C1(CC1)NC(=O)C1=NOC(=C1)C=1SC=CC1 N-Cyclopropyl-5-(2-thienyl)-3-isoxazolecarboxamide